DL-2-amino-N-butyric acid methyl ester hydrochloride Cl.COC([C@@H](CC)N)=O |r|